N-(5-(5-chlorothiophen-2-yl)-1,3,4-oxadiazol-2-yl)-4-(pentafluoro-λ6-sulfaneyl)benzamide ClC1=CC=C(S1)C1=NN=C(O1)NC(C1=CC=C(C=C1)S(F)(F)(F)(F)F)=O